7-bromo-3-ethyl-8-methoxy-5-phenyl-3-propyl-2,3-dihydro-1,5-benzothiazepine-4(5H)-one BrC=1C(=CC2=C(N(C(C(CS2)(CCC)CC)=O)C2=CC=CC=C2)C1)OC